C(C1=CC=CC=C1)(=O)ON1C(CCC1=O)=O N-(benzoyloxy)succinimide